4-((6-Methoxy-1-methyl-1H-pyrazolo[3,4-d]pyrimidin-4-yl)aminomethyl)-benzenesulfonamide COC1=NC(=C2C(=N1)N(N=C2)C)NCC2=CC=C(C=C2)S(=O)(=O)N